C1(CC1)C1=NN(C=C1)C1=NC(=CC(=N1)NC1CCC(CC1)(F)F)\C=C\OCC (E)-2-(3-cyclopropyl-1H-pyrazol-1-yl)-N-(4,4-difluorocyclohexyl)-6-(2-ethoxyvinyl)pyrimidin-4-amine